CC1(CC1)C1=CNC(C2=CC=CC=C12)=O 4-(1-methylcyclopropyl)isoquinolin-1(2H)-one